N-[(6-Amino-2-pyridyl)sulfonyl]-6-[6-(isobutylamino)-3-methyl-2-pyridyl]-2-(2,2,4-trimethylpyrrolidin-1-yl)pyridin-3-carboxamid NC1=CC=CC(=N1)S(=O)(=O)NC(=O)C=1C(=NC(=CC1)C1=NC(=CC=C1C)NCC(C)C)N1C(CC(C1)C)(C)C